C(#N)C1=C(SC2=C1C(=NC=C2F)C=2C1=C(C=3C=NC(=NC3C2F)N2[C@H](C[C@@H](C2)N2CCN(CC2)C)C)COC1)NC(OC(C)(C)C)=O tert-Butyl (3-cyano-7-fluoro-4-(5-fluoro-3-((2S,4S)-2-methyl-4-(4-methylpiperazin-1-yl)pyrrolidin-1-yl)-7,9-dihydrofuro[3,4-f]quinazolin-6-yl)thieno[3,2-c]pyridin-2-yl)carbamate